N-(3-((6-(3-Chloro-1H-pyrazol-4-yl)-1-oxoisoquinolin-2(1H)-yl)methyl)phenyl)acetamide ClC1=NNC=C1C=1C=C2C=CN(C(C2=CC1)=O)CC=1C=C(C=CC1)NC(C)=O